FC1=C(C(=C(C(=C1P(C1=C(C(=C(C(=C1F)F)F)F)F)C1=C(C(=C(C(=C1F)F)F)F)F)F)F)F)F tris(pentafluorophenyl)phosphine